NC1C(N(C=2N(CC1)N=C(C2)C2C(C2)(F)F)C)=O 6-amino-2-(2,2-difluorocyclopropyl)-4-methyl-7,8-dihydro-6H-pyrazolo[1,5-a][1,3]diazepin-5-one